ClC=1C=C(COC=2C=C3CCC(C3=CC2)N2CC(C2)C(=O)OC)C=CC1F methyl 1-(5-((3-chloro-4-fluorobenzyl)oxy)-2,3-dihydro-1H-inden-1-yl)azetidine-3-carboxylate